NC(C)C1=CC=CC(=N1)C#N 6-(1-aminoethyl)pyridine-2-carbonitrile